ClC=1C=C2C(=CC1)NC(C21CCN(CC1)CCOC1=CN2C=C(N=C2C(=C1)C(F)(F)F)C1CC(C1)(C)O)=O 5-chloro-1'-(2-{2-[(cis)-3-hydroxy-3-methylcyclobutyl]-7-(trifluoromethyl)-1,3a-diaza-5-indenyloxy}ethyl)spiro[indoline-3,4'-piperidin]-2-one